6-(4-aminopiperidin-1-yl)-N-(5-(difluoromethoxy)-1H-pyrazol-3-yl)pyrazin-2-amine NC1CCN(CC1)C1=CN=CC(=N1)NC1=NNC(=C1)OC(F)F